tert-Butyl (3-cyano-7-fluoro-4-(5-fluoro-3-((3S,4S)-3-(isopropylamino)-4-methoxypyrrolidin-1-yl)-7,9-dihydrofuro[3,4-f]quinazolin-6-yl)thieno[3,2-c]pyridin-2-yl)carbamate C(#N)C1=C(SC2=C1C(=NC=C2F)C=2C1=C(C=3C=NC(=NC3C2F)N2C[C@@H]([C@H](C2)OC)NC(C)C)COC1)NC(OC(C)(C)C)=O